C1(CC1)CNC1=C(C(=CC=C1)C)[N+](=O)[O-] (cyclopropylmethyl)-3-methyl-2-nitroaniline